FC(C(C)O)(F)F 1,1,1-trifluoro-2-propanol